methoxy-5-(phenylethynyl)phenyl methyl carbonate C(OC1=C(C=CC(=C1)C#CC1=CC=CC=C1)OC)(OC)=O